(E)-3-(3,4-dimethoxy-phenyl)-N-(2-pyridyl)-N-tetrahydrothiophen-3-yl-prop-2-enamide COC=1C=C(C=CC1OC)/C=C/C(=O)N(C1CSCC1)C1=NC=CC=C1